N-[4-(5-cyclopropyl-1,3,4-oxadiazol-2-yl)-3-sulfamoylphenyl]-2-(2-fluorophenyl)acetamide dimethyl-4-(1-tert-butoxycarbonyl-3-oxo-4-piperidyl)benzene-1,2-dicarboxylate COC(=O)C=1C(=CC(=CC1)C1C(CN(CC1)C(=O)OC(C)(C)C)=O)C(=O)OC.C1(CC1)C1=NN=C(O1)C1=C(C=C(C=C1)NC(CC1=C(C=CC=C1)F)=O)S(N)(=O)=O